NC1=NC(=C2N=CN(C2=N1)[C@H]1C[C@H](C1)COP(=O)(OC1=CC=CC2=CC=CC=C12)N[C@@H](C)C(=O)OC)OC methyl (((cis-3-(2-amino-6-methoxy-9H-purin-9-yl) cyclobutyl)methoxy)(naphthalen-1-yloxy) phosphoryl)-L-alaninate